C(\C=C/C(=O)[O-])(=O)OCC=CC=CCCCCC mono-2,4-decadienyl maleate